tert-butyl (R)-2-isopropylpiperazine-1-carboxylate C(C)(C)[C@H]1N(CCNC1)C(=O)OC(C)(C)C